3-((2-(4-(aminomethyl)-2,6-dimethylphenyl)-5-methylpyridin-4-yl)methyl)-6-fluorobenzo[d]oxazol-2(3H)-one NCC1=CC(=C(C(=C1)C)C1=NC=C(C(=C1)CN1C(OC2=C1C=CC(=C2)F)=O)C)C